ClC1=NC=C(C(=C1)NC1CCC(CC1)CO)C#CC=1C=NN(C1)C(F)(F)F ((1s,4s)-4-((2-Chloro-5-((1-(trifluoromethyl)-1H-pyrazol-4-yl)ethynyl)pyridin-4-yl)amino)cyclohexyl)methanol